3-fluoro-5-(4-(3-(7-fluoro-5-methyl-1-oxo-1,2-dihydroisoquinolin-3-yl)propanoyl)piperazin-1-yl)benzonitrile FC=1C=C(C#N)C=C(C1)N1CCN(CC1)C(CCC=1NC(C2=CC(=CC(=C2C1)C)F)=O)=O